O=C1NC(CCC1N1C(C2=CC=C(C=C2C1=O)N1CCN(CC1)CCC1CCN(CC1)C1=CC=C(C=N1)NC(=O)N1C(CNC(C1)C)C)=O)=O N-(6-(4-(2-(4-(2-(2,6-dioxopiperidin-3-yl)-1,3-dioxoisoindolin-5-yl)piperazin-1-yl)ethyl)piperidin-1-yl)pyridin-3-yl)-2,5-dimethylpiperazine-1-carboxamide